2-((3r,4r)-3-amino-4-fluoropiperidin-1-yl)-1-((5-fluoropyrimidin-2-yl)methyl)-1H-benzo[d]imidazole-5-carbonitrile N[C@@H]1CN(CC[C@H]1F)C1=NC2=C(N1CC1=NC=C(C=N1)F)C=CC(=C2)C#N